3-((3,3-difluoroazetidine-1-yl)methyl)-1-methyl-5-nitro-1H-indazole FC1(CN(C1)CC1=NN(C2=CC=C(C=C12)[N+](=O)[O-])C)F